chloro-nitroimidazole ClC=1N=C(NC1)[N+](=O)[O-]